O=C1NC(CCC1N1C(C2=CC=C(C=C2C1)CNC(C(C1=CC(=CC=C1)N1CCOCC1)(F)F)=O)=O)=O N-((2-(2,6-dioxopiperidin-3-yl)-1-oxoisoindolin-5-yl)methyl)-2,2-difluoro-2-(3-morpholinophenyl)acetamide